3-(4-t-butylphenyl)-4-phenyl-5-(4-biphenylyl)-1,2,4-triazole C(C)(C)(C)C1=CC=C(C=C1)C1=NN=C(N1C1=CC=CC=C1)C1=CC=C(C=C1)C1=CC=CC=C1